NC1=C(N=C(S1)C1=C(C(=CC=C1F)OC)F)C(=O)NC=1C(=C2C(=NC1)C(CC2)O)N2CC(CC(C2)C)N 5-amino-N-{4-[3-amino-5-methylpiperidin-1-yl]-7-hydroxy-6,7-dihydro-5H-cyclopenta[b]pyridin-3-yl}-2-(2,6-difluoro-3-methoxyphenyl)-1,3-thiazole-4-carboxamide